methyl (2s,4R)-4-((tert-butyldimethylsilyl)oxy)-1-((R)-2-(3-hydroxyisoxazol-5-yl)-3-methylbutanoyl)pyrrolidine-2-carboxylate [Si](C)(C)(C(C)(C)C)O[C@@H]1C[C@H](N(C1)C([C@H](C(C)C)C1=CC(=NO1)O)=O)C(=O)OC